C(CCCCCCCCCCCCC)(=O)O.C(CCCCCCCCCCCCCCCCC)(=O)OCC(O)CO glyceryl monostearate monomyristate